ClC1=C(C=CC(=C1)C1=CC=C(C=C1)C#N)C=1C(=CC=CC1)C1=C(C=CC=C1)C1=NC(=NC(=N1)C1=CC=CC=C1)C1=CC=CC=C1 2''-chloro-2-(4,6-diphenyl-1,3,5-triazin-2-yl)-[1,1':2',1'':4'',1'''-quaterphenyl]-4'''-carbonitrile